C(C)N(C\C=C(\CCC=C(C)C)/C)CC (e)-N,N-diethyl-3,7-dimethylocta-2,6-dien-1-amine